8-(benzyloxy)-7-(methoxy-d)isochroman-3-one C(C1=CC=CC=C1)OC=1C(=CC=C2CC(OCC12)=O)OC[2H]